BrC1=CC=C2C=C(C3=C(C=CC4=CC(=C1C2=C34)C(C)(C)C)Br)C(C)(C)C 1,6-dibromo-5,10-di-tert-butylpyrene